(S)-2-Methyl-5-(2-(methylamino)propoxy)-N-(1-(7-(thiazol-2-yl)quinolin-5-yl)cyclopropyl)benzamide CC1=C(C(=O)NC2(CC2)C2=C3C=CC=NC3=CC(=C2)C=2SC=CN2)C=C(C=C1)OC[C@H](C)NC